ClC1=CC=CC2=C1C(=NO2)NS(=O)(=O)C2=CC1=C(N=C(O1)O)C=C2 N-(4-chlorobenzo[d]isoxazol-3-yl)-2-hydroxybenzo[d]oxazole-6-sulfonamide